tert-Butyl 2-(4-hydroxy-1H-indazol-3-yl)ethyl(methyl)carbamate OC1=C2C(=NNC2=CC=C1)CCN(C(OC(C)(C)C)=O)C